O1C(CCCC1)N1CC=CC=C1 1-(tetrahydro-2H-pyran-2-yl)-1H-pyridine